2-((3-methoxy)benzyloxy)-N-(pyridin-3-yl)benzamide COC=1C=C(COC2=C(C(=O)NC=3C=NC=CC3)C=CC=C2)C=CC1